1-(4-{5-[5-Fluoro-6-(2-methoxyethoxy)-1H-indazol-3-yl]-1,2-oxazol-3-yl}benzoyl)azetidin-3-carbonitril FC=1C=C2C(=NNC2=CC1OCCOC)C1=CC(=NO1)C1=CC=C(C(=O)N2CC(C2)C#N)C=C1